2-(2-hydroxyphenyl-5-methoxyphenyl)benzimidazole Ammonium di-hydrogenphosphat P(=O)(O)(O)[O-].[NH4+].OC1=C(C=CC=C1)C1=C(C=C(C=C1)OC)C=1NC2=C(N1)C=CC=C2